2,3,4,5,6-pentafluorobenzenehexadecanamine FC1=C(C(=C(C(=C1F)F)F)F)CCCCCCCCCCCCCCCCN